C1(=CC=C(C=C1)C=1NC(=CN1)C(=O)O)C 2-(p-tolyl)-1H-imidazole-5-carboxylic acid